C(C)(C)(C)OC(=O)N1CC2=CC(=C(C=C2CC1)C(=O)O)OC 2-(tert-butoxycarbonyl)-7-methoxy-1,2,3,4-tetrahydroisoquinoline-6-carboxylic acid